N1C(=CC2=CC=CC=C12)CC1=CNC2=CC=CC=C12 3-((1H-indol-2-yl)methyl)-1H-indol